IC1=NN(C2=C1C(N(C=C2)CC(F)(F)F)=O)CCC 3-Iodo-1-propyl-5-(2,2,2-trifluoroethyl)-1,5-dihydro-4H-pyrazolo[4,3-c]pyridin-4-one